ClCCNC(OC(C)(C)C)=O 1,1-Dimethylethyl N-(2-chloroethyl)carbamate